tert-butyl (2-amino-5-methylphenyl)carbamate NC1=C(C=C(C=C1)C)NC(OC(C)(C)C)=O